2-(4-Bromo-3-fluorophenyl)-3-methylbutanoic acid methyl ester COC(C(C(C)C)C1=CC(=C(C=C1)Br)F)=O